ClC1=CC=C2C(=C(C=NC2=C1)C1=CC=CC=C1)N1C=NC=C1 7-chloro-4-(1H-imidazol-1-yl)-3-phenylquinoline